C(=O)C=1C=C(C=CC1)C1CN(C1)C(=O)OC(C)(C)C tert-butyl 3-(3-formylphenyl)azetidine-1-carboxylate